9-((5-((2-fluorobenzyl)thio)-4-phenyl-4H-1,2,4-triazol-3-yl)methyl)-9H-carbazole FC1=C(CSC=2N(C(=NN2)CN2C3=CC=CC=C3C=3C=CC=CC23)C2=CC=CC=C2)C=CC=C1